(R)-N-(2-(3-(dimethylamino)pyrrolidin-1-yl)-5-nitrophenyl)acetamide tert-Butyl-3-sulfinamoylazetidine-1-carboxylate C(C)(C)(C)OC(=O)N1CC(C1)S(N)=O.CN([C@H]1CN(CC1)C1=C(C=C(C=C1)[N+](=O)[O-])NC(C)=O)C